4-acetoxyaminostyrene C(C)(=O)ONC1=CC=C(C=C)C=C1